C(#N)CCCN1N=C(C(=C1C1=NNC(=N1)C1=NC(=CC2=C1C=NN2C)C(=O)N)O)C 4-[3-[2-(3-cyanopropyl)-4-hydroxy-5-methyl-pyrazol-3-yl]-1H-1,2,4-triazol-5-yl]-1-methyl-pyrazolo[4,3-c]pyridine-6-carboxamide